C(C)(C)(C)NC(CN(C)C=1C2=C(N=C(N1)C#N)CCC2)=O N-tert-butyl-2-([2-cyano-5H,6H,7H-cyclopenta[d]pyrimidin-4-yl](methyl)amino)acetamide